ClN1C(N(C1=O)Cl)=O 1,3-Dichloro-1,3-diazacyclobutane-2,4-dione